5-[(7R,8R)-7-amino-1-fluoro-3,8-dihydroxy-5,6,7,8-tetrahydronaphthalen-2-yl]-1λ6,2,5-thiadiazolidine-1,1,3-trione N[C@@H]1CCC=2C=C(C(=C(C2[C@H]1O)F)N1CC(NS1(=O)=O)=O)O